C(C)S(=O)(=O)C1=CC=C(CNC(=O)C=2C(N(C(=C(C2)C=2OC(=NN2)C)C)C2=CC(=CC=C2)C(F)(F)F)=O)C=C1 N-[4-(ethylsulfonyl)benzyl]-6-methyl-5-(5-methyl-1,3,4-oxadiazol-2-yl)-2-oxo-1-[3-(trifluoromethyl)phenyl]-1,2-dihydropyridine-3-carboxamide